N-isopropyl-bis(diethoxysilyl)amine C(C)(C)N([SiH](OCC)OCC)[SiH](OCC)OCC